bis(9,9-dimethyl-9H-fluoren-3-yl)amine CC1(C2=CC=CC=C2C=2C=C(C=CC12)NC=1C=CC=2C(C3=CC=CC=C3C2C1)(C)C)C